F[C@@H]1[C@H](CN(C1)C=1N(C=CN1)COCC[Si](C)(C)C)N (3S,4S)-4-fluoro-1-(1-((2-(trimethylsilyl)ethoxy)methyl)-1H-imidazol-2-yl)pyrrolidin-3-amine